NC1=C(C(N(C2=CC(=CC=C12)I)C1=C2C=CN=CC2=CC=C1)=O)C(=O)OC methyl 4-amino-7-iodo-1-(isoquinolin-5-yl)-2-oxo-1,2-dihydroquinoline-3-carboxylate